2-(4-methoxyphenoxy)-N-phenyl-N-(tetrahydro-furan-2-ylmethyl)acetamide COC1=CC=C(OCC(=O)N(CC2OCCC2)C2=CC=CC=C2)C=C1